6-(3-Cyclopropylmorpholin-4-yl)-4-[2-[(2-methylpyrimidin-4-yl)amino]-4-pyridinyl]-1H-pyridin-2-one C1(CC1)C1N(CCOC1)C1=CC(=CC(N1)=O)C1=CC(=NC=C1)NC1=NC(=NC=C1)C